1,4-dimethyl-1,4,5,6-tetrahydropyrrolo[3,4-c]Pyrazole CN1N=CC2=C1CNC2C